[3-(oxetan-3-yl)phenyl]methanamine O1CC(C1)C=1C=C(C=CC1)CN